2-(pyridine-2-yl)-1H-benzo[d]imidazole N1=C(C=CC=C1)C1=NC2=C(N1)C=CC=C2